OC1CN(CC=C(C1)C1=C(C(=CC=2CCOC21)NC2=NC(=CC(=N2)C)NC)C)C(=O)OC(C)(C)C tert-butyl 3-hydroxy-5-[6-methyl-5-[[4-methyl-6-(methylamino) pyrimidin-2-yl] amino]-2,3-dihydrobenzofuran-7-yl]-2,3,4,7-tetrahydroazepine-1-carboxylate